(1r,2S,5S)-N-{(1S)-1-cyano-2-[(3S)-2-oxopyrrolidin-3-yl]ethyl}-6,6-dimethyl-3-{[2-(trifluoromethyl)-1,3-thiazol-4-yl]carbonyl}-3-azabicyclo[3.1.0]hexane-2-carboxamide C(#N)[C@H](C[C@H]1C(NCC1)=O)NC(=O)[C@@H]1[C@H]2C([C@H]2CN1C(=O)C=1N=C(SC1)C(F)(F)F)(C)C